ClC=1C=CC=C2C=CC=C(C12)C=1C=CC2=C(N=C(N=C2N2C[C@H](N(CC2)C(=O)OC(C)(C)C)C)OCC2N(CCC2)C)N1 tert-butyl (2R)-4-[7-(8-chloronaphthalen-1-yl)-2-[(1-methylpyrrolidin-2-yl)methoxy]pyrido[2,3-d]pyrimidin-4-yl]-2-methylpiperazine-1-carboxylate